BrC=1C=C(C=CC1)NC(C1=C(C=C(C=C1)C(F)(F)F)NC1=C(C=C(C=C1)F)C)=O N-(3-bromophenyl)-2-((4-fluoro-2-methylphenyl)-amino)-4-(trifluoromethyl)-benzamide